2-(((tert-Butoxycarbonyl)amino)-3-phenylpropionamido)-1H-indole-2-carboxylic acid ethyl ester C(C)OC(=O)C1(NC2=CC=CC=C2C1)NC(CC(C1=CC=CC=C1)NC(=O)OC(C)(C)C)=O